5-acetoxy-4-(2',4'-dichloro-4-ethyl-[1,1'-biphenyl]-3-yl)-3,6-dihydro-2,2,6,6-tetramethyl-2H-pyran-3-one C(C)(=O)OC1=C(C(C(OC1(C)C)(C)C)=O)C=1C=C(C=CC1CC)C1=C(C=C(C=C1)Cl)Cl